Benzyl (2S)-2-(1-bromo-8-chloro-imidazo[1,5-a]-pyrazin-3-yl)pyrrolidine-1-carboxylate BrC=1N=C(N2C1C(=NC=C2)Cl)[C@H]2N(CCC2)C(=O)OCC2=CC=CC=C2